C(C1=CC=CC=C1)C1=CC=C(C(=N1)NCC)C(CC(=O)OC(C)(C)C)=O tert-butyl 3-(6-benzyl-2-(ethylamino) pyridin-3-yl)-3-oxopropanoate